OC[C@@H](C[NH3+])OC (R)-1-hydroxy-2-methoxypropan-3-aminium